ClC=1C=C(C=CC1Cl)C(N1CC(CCC1)O)C1CCNCC1 1-((3,4-dichlorophenyl)(piperidin-4-yl)methyl)piperidin-3-ol